2,2'-methylenebis(4-propylphenol) C(C1=C(C=CC(=C1)CCC)O)C1=C(C=CC(=C1)CCC)O